5-[6-(Difluoromethoxy)pyridin-3-yl]-7-{1-[1-(2-fluorophenyl)-1H-1,2,3-triazol-4-yl]propyl}-7H-pyrrolo[2,3-d]pyrimidin-4-amine FC(OC1=CC=C(C=N1)C1=CN(C=2N=CN=C(C21)N)C(CC)C=2N=NN(C2)C2=C(C=CC=C2)F)F